C(CCCCC)(=O)OCC1=CC=CC=C1 (hexanoyloxymethyl)benzol